ClCC(=O)NC(NC1=C(C=CC=C1)C#N)=O 2-chloro-N-((2-cyanophenyl)carbamoyl)acetamide